chloroethane-1,2-13C2 Cl[13CH2][13CH3]